C(C)(=O)C1=C2C=C(C(=NC2=CC(=C1)C)C#N)Cl 5-acetyl-3-chloro-7-methylquinoline-2-carbonitrile